C(C(C)C)N1CCC(CC1)N1CCC(CC1)C=1C=C(C2=C(NC(=N2)C2=CC=NC3=CC=CC=C23)C1)C 4-(6-(1'-Isobutyl-[1,4'-bipiperidin]-4-yl)-4-methyl-1H-benzo[d]imidazol-2-yl)chinolin